C(C1=CC=CC=C1)OC=1C(=NN(C1C=1OC(=C(N1)N1N=C(C=2C1=CN=C(C2)C)C(NCC2=C(C=C(C=C2)OC)OC)=O)C(=O)O)CCC)C 2-(4-(benzyloxy)-3-methyl-1-propyl-1H-pyrazol-5-yl)-4-(3-(2,4-dimethoxybenzylcarbamoyl)-5-methyl-1H-pyrazolo[3,4-c]pyridin-1-yl)oxazole-5-carboxylic acid